C(=O)(O)C1=CC=CC(=N1)CN1CCN(CCN(CCN(CC1)CC(=O)O)CC1=NC(=CC=C1)C)CC(=O)O 2,2'-(4-((6-carboxypyridin-2-yl)methyl)-10-((6-methylpyridin-2-yl)methyl)-1,4,7,10-tetraazacyclododecane-1,7-diyl)diacetic acid